4,4,6,8-Tetramethyl-2,3,4,6,7,8-hexahydro-5H-chromen-5-on CC1(CCOC=2C(CC(C(C12)=O)C)C)C